C(#N)C=1C=C(C(=O)O)C=C(C1OC)F 3-cyano-5-fluoro-4-methoxybenzoic acid